C(C#C)OCCOCCOCCOCCOCCOCCOCC(=O)O 2-[2-[2-[2-[2-[2-(2-prop-2-ynoxyethoxy)ethoxy]ethoxy]ethoxy]ethoxy]ethoxy]acetic acid